(3-ethyl-2,6-dioxo-1-propyl-8-(1-(3-(trifluoromethyl)benzyl)-1H-pyrazol-4-yl)-1,2,3,6-tetrahydro-7H-purin-7-yl)methyl tetrahydro-2H-pyran-4-carboxylate O1CCC(CC1)C(=O)OCN1C(=NC=2N(C(N(C(C12)=O)CCC)=O)CC)C=1C=NN(C1)CC1=CC(=CC=C1)C(F)(F)F